5-(7-methyl-2,7-diazaspiro[3.5]nonan-2-yl)pyridin Methyl-1-(3-fluoroazetidine-1-carbonyl)cyclopropane-1-carboxylate COC(=O)C1(CC1)C(=O)N1CC(C1)F.CN1CCC2(CN(C2)C=2C=CC=NC2)CC1